2-(4-iodophenyl)-5-methyl-1H-benzo[d]imidazole IC1=CC=C(C=C1)C1=NC2=C(N1)C=CC(=C2)C